(3S,4R,5R)-3-fluoro-1-[4-({8-[3-(methanesulfonylmeth-yl)azetidin-1-yl]-5-(propan-2-yl)isoquinolin-3-yl}amino)pyrimidin-2-yl]-5-methoxypiperidin-4-ol F[C@H]1CN(C[C@H]([C@H]1O)OC)C1=NC=CC(=N1)NC=1N=CC2=C(C=CC(=C2C1)C(C)C)N1CC(C1)CS(=O)(=O)C